C(C)OC(=O)C=1C=NC=CC1 3-(ethoxycarbonyl)pyridine